rac-(1S,2S,5R)-1-amino-5-(2-boronoethyl)-2-hydroxycyclohexane-1-carboxylic acid N[C@@]1([C@H](CC[C@H](C1)CCB(O)O)O)C(=O)O |r|